N-(5-(2-(((1r,4r)-4-aminocyclohexyl)amino)-8-ethylquinazolin-6-yl)pyrimidin-2-yl)-2-chloro-benzenesulfonamide NC1CCC(CC1)NC1=NC2=C(C=C(C=C2C=N1)C=1C=NC(=NC1)NS(=O)(=O)C1=C(C=CC=C1)Cl)CC